(S)-5-Fluoro-4-(5-(2-hydroxypropan-2-yl)-1-methyl-1H-1,2,4-triazol-3-yl)-2-((1,1,1-trifluoropropan-2-yl)oxy)benzoic acid FC=1C(=CC(=C(C(=O)O)C1)O[C@H](C(F)(F)F)C)C1=NN(C(=N1)C(C)(C)O)C